O=CCCO 3-oxopropanol